3-(cyclopropylmethoxy)-5,5-dimethyl-4-[4-(methylsulfonyl)phenyl]furan-2(5H)-one C1(CC1)COC=1C(OC(C1C1=CC=C(C=C1)S(=O)(=O)C)(C)C)=O